BrC1=CC2=C(N=C(S2)SC2=CC=C(C=C2)C)C=C1 6-bromo-2-(p-tolylthio)benzo[d]thiazole